ClC1=CC=C(C(=N1)C(=O)O)NC(C)C1=CC(=CC=2C=3N(C(=NC12)N1CCOCC1)C=C(N3)CF)C 6-chloro-3-((1-(2-(fluoromethyl)-9-methyl-5-morpholinoimidazo[1,2-c]quinazolin-7-yl)ethyl)amino)picolinic acid